C1(CC1)C(=O)Cl Cyclopropancarbonyl chlorid